The molecule is a steroid glucuronide anion that is the conjugate base of 16-epiestriol 16-O-(beta-D-glucuronide) arising from deprotonation of the carboxylic acid function; major species at pH 7.3. It is a beta-D-glucosiduronate, a steroid glucosiduronic acid anion and a monocarboxylic acid anion. It is a conjugate base of a 16-epiestriol 16-O-(beta-D-glucuronide). C[C@]12CC[C@H]3[C@H]([C@@H]1C[C@@H]([C@@H]2O)O[C@H]4[C@@H]([C@H]([C@@H]([C@H](O4)C(=O)[O-])O)O)O)CCC5=C3C=CC(=C5)O